3-[(3-chloropropyl) dimethylamino]-1-propanesulfonate ClCCCCN(CCCS(=O)(=O)[O-])C